3,3-dimethylpiperazin-1-yl-ethan-1-one CC1(CN(CCN1)C(C)=O)C